C1(=CC=C(C=C1)NC(=S)NC1=CC=C(C=C1)C)C 1,3-di(p-tolyl)thiourea